COC=1C=C2C(=CN1)NC(=C2)C(=O)N[C@@H]2[C@H]([C@H]1C([C@@H](C2)C1)(C)C)C 5-methoxy-N-[(1S,2S,3S,5R)-2,6,6-trimethylnorpinan-3-yl]-1H-pyrrolo[2,3-c]pyridine-2-carboxamide